2-(Methyl(((5-nitroquinolin-8-yloxy) methoxy)formyl)amino)ethyl acetate C(C)(=O)OCCN(C(=O)OCOC=1C=CC(=C2C=CC=NC12)[N+](=O)[O-])C